tert-Butyl 4-(3-(2,6-bis(benzyloxy)pyridin-3-yl)-4-fluorophenyl)piperazine-1-carboxylate C(C1=CC=CC=C1)OC1=NC(=CC=C1C=1C=C(C=CC1F)N1CCN(CC1)C(=O)OC(C)(C)C)OCC1=CC=CC=C1